NCC1=NN(N=C1)C1=C(C=C(C=N1)NC(=O)C=1C=NN(C1C(F)(F)F)C1=C2C=CC=NC2=CC=C1)Cl N-(6-(4-(aminomethyl)-2H-1,2,3-triazol-2-yl)-5-chloropyridin-3-yl)-1-(quinolin-5-yl)-5-(trifluoromethyl)-1H-pyrazole-4-carboxamide